3-Chloro-4-((3,5-difluoropyridin-2-yl)methoxy-d2)-2'-(3-(2-hydroxypropan-2-yl)-4-methyl-1H-pyrazol-1-yl)-5',6-dimethyl-2H-[1,4'-bipyridyl]-2-one ClC=1C(N(C(=CC1OC([2H])([2H])C1=NC=C(C=C1F)F)C)C1=CC(=NC=C1C)N1N=C(C(=C1)C)C(C)(C)O)=O